NC(C(=O)O)CC1=C(SC=C1)Br 2-amino-3-(2-bromothiophen-3-yl)propanoic acid